N1N=CC=C1COC=1C=CC=C2CCN([C@@H](C12)CN1C(C2=CC=CC=C2C1=O)=O)C(=O)[C@H]1[C@H](CCCC1)C(=O)NC (1S,2R)-2-((S)-8-((1H-pyrazol-5-yl)methoxy)-1-((1,3-dioxoisoindolin-2-yl)methyl)-1,2,3,4-tetrahydroisoquinoline-2-carbonyl)-N-methylcyclohexane-1-carboxamide